ClC1=CC=C(C=C1)C1=C(NC2=C(C=CC=C12)C)C(=O)O 3-(4-chlorophenyl)-7-methyl-1H-indole-2-carboxylic acid